13-chloro-10-(2,6-difluoro-4-{[2-(methylamino)ethyl]amino}phenyl)-8-ethyl-4,15-difluoro-6,8,10-triazatricyclo[9.4.0.02,7]pentadeca-1(11),2(7),3,5,12,14-hexaen-9-one ClC1=CC=2N(C(N(C=3N=CC(=CC3C2C(=C1)F)F)CC)=O)C1=C(C=C(C=C1F)NCCNC)F